ClC1=CC(=C(OCC=2C=C(C=NC2)SCCC(=O)OC)C=C1OCC1=C(C(=CC=C1)C1=CC2=C(OCCO2)C=C1)C)C=O Methyl 3-((5-((4-chloro-5-((3-(2,3-dihydrobenzo[b][1,4]dioxin-6-yl)-2-methylbenzyl)oxy)-2-formylphenoxy)methyl)pyridin-3-yl)thio)propanoate